N,N-diphenylphenylacetamide C1(=CC=CC=C1)N(C(CC1=CC=CC=C1)=O)C1=CC=CC=C1